C(C)C(C(=O)[O-])(C(C)=O)C1C(OC(OC1=O)(C)C)=O Ethyl-(2,2-dimethyl-4,6-dioxo-1,3-dioxan-5-yl)-3-oxobutanoate